ClC1=C(C(=NC2=C(C=C(C=C12)F)C(C)=O)C1CCOCC1)C1CC1 1-(4-chloro-3-cyclopropyl-6-fluoro-2-tetrahydropyran-4-yl-8-quinolyl)ethanone